phenylpropoxyphthalic acid C1(=CC=CC=C1)CCCOC1=C(C(C(=O)O)=CC=C1)C(=O)O